C1(CCCCC1)C1(CCCCC1)C(=O)O cyclohexyl-cyclohexane-carboxylic acid